O1N=C(C2=C1C=CC=C2)COC2=CC=CC(=N2)C2CCN(CC2)CC2=NC1=C(N2C[C@H]2OCC2)C=C(C=C1)C(=O)OC methyl (S)-2-((4-(6-((benzo[d]isoxazol-3-yl) methoxy) pyridin-2-yl) piperidin-1-yl) methyl)-1-((oxetan-2-yl) methyl)-1H-benzo[d]imidazole-6-carboxylate